dimethyl-1,2-benzenediol CC=1C(=C(C(=CC1)O)O)C